ClC1=CC=C(C=C1)/C=C/C(=O)NC(=O)N\N=C\1/C(NC2=CC=CC=C12)=O N-((E)-3-(4-chlorophenyl)acryloyl)-2-((Z)-2-oxindole-3-ylidene)hydrazine-1-carboxamide